OC1(CCC2(OCCO2)CC1)C1=CC=C(C=N1)N1CCS(CC1)(=O)=O 4-(6-(8-hydroxy-1,4-dioxaspiro[4.5]decan-8-yl)pyridin-3-yl)thiomorpholine 1,1-dioxide